FC(C1=CC=C(CSC2=NC3=C(N2)C=CC=C3)C=C1)(F)F 2-((4-(trifluoromethyl)benzyl)thio)-1H-benzo[d]imidazole